N1NC=CC(=C1)C(=O)[O-] 1H-pyridazine-5-carboxylate